C([C@@H](C)N)N (2R)-1,2-propanediamine